N=1C(C=C2C=CC=CC12)=N Indoleimine